tris-[(dimethylamino)methyl]phenol CN(C)CC1=C(C(=C(C=C1)O)CN(C)C)CN(C)C